N[C@H]1[C@@H](CCCC1)N |o1:1,2| (R,R)- or (S,S)-1,2-diaminocyclohexane